diethylbenzoyl benzoate (iminobenzoate) N=C1C(C(=O)O)C=CC=C1.C(C1=CC=CC=C1)(=O)OC(C1=C(C(=CC=C1)CC)CC)=O